3-Amino-4-(3-hydroxy-2,6-dimethylphenyl)-6-methoxyquinoline-2-carboxamide NC=1C(=NC2=CC=C(C=C2C1C1=C(C(=CC=C1C)O)C)OC)C(=O)N